methyl 4-amino-3-bromo-2-chloro-benzoate NC1=C(C(=C(C(=O)OC)C=C1)Cl)Br